3,11-dihydroxytetradecenoic acid OC(=CC(=O)O)CCCCCCCC(CCC)O